ClC=1C=C2C(=NC(=NC2=C(C1C1=CC=CC2=C1N=C(S2)N)F)OC[C@H]2N(C[C@H](C2)F)C)N2CCNCC2 4-(6-chloro-8-fluoro-2-(((2S,4S)-4-fluoro-1-methyl-pyrrolidin-2-yl)methoxy)-4-(piperazin-1-yl)quinazolin-7-yl)benzo[d]thiazol-2-amine